C1(CC1)C=1SC(=CN1)C(=O)N 2-cyclopropylthiazole-5-carboxamide